3-[2-(PHENOXY)-4-PYRIDYL]-IMIDAZOLIDINE-2,4-DIONE O(C1=CC=CC=C1)C1=NC=CC(=C1)N1C(NCC1=O)=O